5-[1-[2-[(1R)-1-hydroxyethyl]-1H-pyrrolo[3,2-b]pyridin-5-yl]-3-(trifluoromethyl)pyrazol-4-yl]-1-methyl-imidazole O[C@H](C)C1=CC2=NC(=CC=C2N1)N1N=C(C(=C1)C1=CN=CN1C)C(F)(F)F